CC(C(CCN)(C)C)N1CCCCC1(C)C 1,2,2,6,6-pentamethyl-4-aminobutylpiperidine